ClC=1C=C(C=C(C1OC=1N=NC(=C(C1)C(C)(C)F)Cl)Cl)N1N=C(C(NC1=O)=O)C#N 2-(3,5-dichloro-4-((6-chloro-5-(2-fluoropropan-2-yl)pyridazin-3-yl)oxy)phenyl)-3,5-dioxo-2,3,4,5-tetrahydro-1,2,4-triazine-6-carbonitrile